(hydroxyethoxyethoxy)-t-butyldimethylsilane OCCOCCO[Si](C)(C)C(C)(C)C